1-Hydroxyphenylketone OC1(CC=CC=C1)C(=O)C1(CC=CC=C1)O